4-(3-fluoro-5-nitrobenzylidene)-1-methylpiperidine FC=1C=C(C=C2CCN(CC2)C)C=C(C1)[N+](=O)[O-]